(6S,9S)-N-benzyl-6-(4-hydroxybenzyl)-2,9-dimethyl-4,7-dioxo-8-(quinolin-8-ylmethyl)hexahydro-2H-pyrazino[2,1-C][1,2,4]triazine-1(6H)-carboxamide C(C1=CC=CC=C1)NC(=O)N1N(CC(N2C1[C@@H](N(C([C@@H]2CC2=CC=C(C=C2)O)=O)CC=2C=CC=C1C=CC=NC21)C)=O)C